FC1=C2CC3C(C2=CC=C1F)(C=1C=CC=CC1C3)N3N1C(C(N(C3)CC3=CC=C(C=C3)F)=O)=C(C(C=C1)=O)O 1-(1,2-difluoro-9a,10-dihydroindeno[1,2-a]inden-4b(9H)-yl)-3-(4-fluorobenzyl)-5-hydroxy-2,3-dihydro-1H-pyrido[2,1-f][1,2,4]triazine-4,6-dione